N1(CCCCCC1)C1=NOC(=N1)[C@H](C)NC(OC(C)(C)C)=O tert-butyl (S)-(1-(3-(azepan-1-yl)-1,2,4-oxadiazol-5-yl)ethyl)carbamate